Cl.ClC1=C(CN2N=CC(=C2)N)C(=CC=C1)Cl (2,6-dichlorobenzyl)-1H-pyrazol-4-amine hydrochloride